(S)-3-oxopentanoate O=C(CC(=O)[O-])CC